C(C)OP(=O)(OCC)C(C)C1=CC=C2C=CC(=CC2=C1)C(=O)OCC=C allyl 7-(1-(diethoxyphosphoryl) ethyl)-2-naphthoate